sodium bistrimethylsilylaminide C[Si](C)(C)[N-][Si](C)(C)C.[Na+]